3-(methanesulfonyl-methyl)azetidin CS(=O)(=O)CC1CNC1